C[C@H]1CN(C[C@H](O1)C)C1=CN=CC(=N1)C=1C=C2C=C(N=CC2=CC1)CN [6-[6-[(2S,6R)-2,6-dimethylmorpholin-4-yl]pyrazin-2-yl]-3-isoquinolyl]methanamine